O\N=C\C(=O)NCCCN1CCC(CC1)CCNC(/C=N/O)=O (2E)-2-(N-hydroxyimino)-N-[3-(4-{2-[(2E)-2-(N-hydroxyimino)acetamido]ethyl}piperidin-1-yl)propyl]acetamide